BrC1=NN(C(=N1)C(C)N)C1=NC=CC=N1 1-[3-bromo-1-(pyrimidin-2-yl)-1H-1,2,4-triazol-5-yl]ethanamine